1-methyl-2-hydroxymethylpyrrolidine CN1C(CCC1)CO